4-((2-(benzyloxy)ethyl)sulfonamido)-2-(6-azaspiro[2.5]octan-6-yl)benzoic acid C(C1=CC=CC=C1)OCCS(=O)(=O)NC1=CC(=C(C(=O)O)C=C1)N1CCC2(CC2)CC1